CN(C(=O)N1C(N(C2=NC=NC=C12)CC1=CC=C(C=C1)C)=O)CCC N-methyl-8-oxo-N-propyl-9-(p-tolylmethyl)purine-7-carboxamide